ClC1=NC(=CC(=N1)C(C)=O)Cl 1-(2,6-dichloropyrimidin-4-yl)ethan-1-one